C(C)(C)(C)OC(=O)N[C@@H](CSSC1=CC=CC=C1)C(=O)O N-(t-butyloxycarbonyl)-S-phenylthio-L-cysteine